O=C(CCCCC(=O)NCCCC(=O)O)NCCCC(=O)O 4,4'-[(1,6-dioxo-1,6-hexanediyl)diimino]bis-butanoic acid